CC=1C(=NSC1C)N(S(=O)(=O)C1=C(C=CC=C1)C1=C(C=C(C=C1)CCCCCC(=O)N[C@H](C(=O)OC)C(C)C)COCC)COCCOC (S)-methyl 2-(N-((2'-(N-(4,5-dimethylisothiazol-3-yl)-N-((2-methoxyethoxy) methyl) sulfamoyl)-2-(ethoxymethyl)-[1,1'-biphenyl]-4-yl) methyl) pentanoylamino)-3-methylbutanoate